CC=1C=CC(=C(C(=O)O)C1)CC1=CC=C(C=C1)C 5-methyl-2-(p-tolylmethyl)benzoic acid